BrC1=C(C=C(C=C1)C=1C=NC=2N(N1)C(=CN2)CC=2C=C1C=CC=NC1=CC2)F 6-((2-(4-bromo-3-fluorophenyl)imidazo[1,2-b][1,2,4]triazin-7-yl)methyl)quinoline